[Si](C1=CC=CC=C1)(C1=CC=CC=C1)(C(C)(C)C)C(C(=O)N1CC(C1)N(C(OC(C)(C)C)=O)C)=O tert-butyl N-[1-[2-[tert-butyl (diphenyl) silyl] oxoacetyl] azetidin-3-yl]-N-methyl-carbamate